BrC1=C(C=CC=C1F)SCC (2-bromo-3-fluorophenyl)(ethyl)sulfane